ethyl (R)-5-(2,4-difluorophenyl)-2-isopropyl-3,4-dihydro-2H-pyrano[2,3-b]pyridine-7-carboxylate FC1=C(C=CC(=C1)F)C1=C2C(=NC(=C1)C(=O)OCC)O[C@H](CC2)C(C)C